C(C)(C)(C)OC(=O)NC1=C(C(=NN1C(C)C)C1=C(C(=C(C=C1)CC(=O)OC)F)F)C#N Methyl 2-[4-[5-(tert-butoxycarbonylamino)-4-cyano-1-isopropyl-pyrazol-3-yl]-2,3-difluorophenyl]acetate